6-(4-amino-2,6-dichlorophenoxy)-2-(2-methoxyethyl)-3,4-dihydro-isoquinolin-1(2H)-one NC1=CC(=C(OC=2C=C3CCN(C(C3=CC2)=O)CCOC)C(=C1)Cl)Cl